4-((2-(azetidin-1-ylmethyl)-6-fluorobenzyl)amino)-2,6-difluoro-N-(isothiazol-4-yl)-N-((2-(trimethylsilyl)ethoxy)methyl)benzenesulfonamide N1(CCC1)CC1=C(CNC2=CC(=C(C(=C2)F)S(=O)(=O)N(COCC[Si](C)(C)C)C=2C=NSC2)F)C(=CC=C1)F